N-cyclopentyl-2-ethyl-6-methylthieno[2,3-d]pyrimidin-4-amine C1(CCCC1)NC=1C2=C(N=C(N1)CC)SC(=C2)C